(2R)-2-amino-2-[3-(8-{[(3S,4R)-3-fluoro-1-methylpiperidin-4-yl]amino}-3-[(trifluoromethyl)sulfanyl]indolizin-2-yl)-1,2,4-oxadiazol-5-yl]ethanol N[C@H](CO)C1=NC(=NO1)C=1C=C2C(=CC=CN2C1SC(F)(F)F)N[C@H]1[C@H](CN(CC1)C)F